(1R,2R)-2',6'-dimethoxy-5-methyl-2-(prop-1-en-2-yl-d5)-4'-propyl-1,2,3,4-tetrahydro-1,1'-biphenyl COC1=C(C(=CC(=C1)CCC)OC)[C@H]1[C@@H](CCC(=C1)C)C(=C([2H])[2H])C([2H])([2H])[2H]